C(CCC)C1=NC2=C(N1)C=CC=C2C2=CC=C(C=C2)C=2CCCCC2 2-butyl-4-(2',3',4',5'-tetrahydro-[1,1'-biphenyl]-4-yl)-1H-benzo[d]imidazole